C(C)(=O)O[C@@H]1[C@H](O[C@H]([C@@H]([C@H]1OC(C)=O)OC(C)=O)OCC1=CC=C(C=C1)CO)COC(C)=O (2R,3R,4S,5R,6R)-2-(Acetoxymethyl)-6-((4-(hydroxymethyl)benzyl)oxy)tetrahydro-2H-pyran-3,4,5-triyl triacetate